ClCC(CC(=O)[O-])O (-)-4-chloro-3-hydroxybutanoate